BrC1=C(N=C2N(C1=O)C=C(N2CC)C)C(F)(F)F 6-bromo-1-ethyl-2-methyl-7-(trifluoromethyl)imidazo[1,2-a]pyrimidin-5-one